C1(=CC=CC=C1)C(CC1([Se]CCCC1)C1=CC=C(C=C1)Br)C1=C(C=C(C=C1OC)OC)OC (2-phenyl-2-(2,4,6-trimethoxyphenyl)ethyl)(p-bromophenyl)selenane